nickel bis(tributylphosphine) dibromide [Br-].[Br-].C(CCC)P(CCCC)CCCC.C(CCC)P(CCCC)CCCC.[Ni+2]